BrC=1N=CN(C1C(=O)OC)CC methyl 4-bromo-1-ethyl-1H-imidazole-5-carboxylate